4-[[(3S)-1-(1H-indol-6-ylsulfonyl)pyrrolidin-3-yl]-(3-pyridylmethyl)amino]phenol N1C=CC2=CC=C(C=C12)S(=O)(=O)N1C[C@H](CC1)N(C1=CC=C(C=C1)O)CC=1C=NC=CC1